C1N(CC12CCC2)C2=NC=C(C=N2)C2(CCC(CC2)N)N 1-(2-(2-azaspiro[3.3]heptan-2-yl)pyrimidin-5-yl)cyclohexane-1,4-diamine